N-(1-Adamantylmethyl)-6-[4-[[3-(5-hydroxypyridin-3-yl)-5-(trifluoromethoxy)phenyl]methyl]piperazin-1-yl]-N-methylpyridazine-3-carboxamide C12(CC3CC(CC(C1)C3)C2)CN(C(=O)C=2N=NC(=CC2)N2CCN(CC2)CC2=CC(=CC(=C2)OC(F)(F)F)C=2C=NC=C(C2)O)C